styrenesulfonic acid methacrylamide C(C(=C)C)(=O)N.C(=CC1=CC=CC=C1)S(=O)(=O)O